C(CCC)C(C(=O)OCCCCCCCCCN(CCCCCCCCCOC(C(CCCCCC)CCCC)=O)CCCNC(=O)OC(C)(C)C)CCCCCC ((3-((tert-butoxycarbonyl)amino)propyl)azanediyl)bis(nonane-9,1-diyl) bis(2-butyloctanoate)